FC1=CC=C(C=C1)N(C(=O)OCC1CCC(CC1)COCC(=O)[O-])C1=CC=CC=C1.[Na+] Sodium 2-(((1r,4r)-4-(((4-Fluorophenyl)(phenyl)carbamoyloxy)methyl)cyclohexyl)methoxy)acetate